C1(=CC=CC=C1)N=N 2-phenyldiazene